Sodium 3-undecyl sulfate S(=O)(=O)(OC(CC)CCCCCCCC)[O-].[Na+]